C/1=C\C=CC=CCC1 trans-cyclooctenediene